2,4,6-tris(2,4-dihydroxyl-3-methylphenyl)-1,3,5-triazine OC1=C(C=CC(=C1C)O)C1=NC(=NC(=N1)C1=C(C(=C(C=C1)O)C)O)C1=C(C(=C(C=C1)O)C)O